2-(6-(((1S,4S,5S,6R)-6-fluoro-2-azabicyclo[2.2.1]heptan-5-yl)(methyl)amino)pyridazin-3-yl)-5-(1H-pyrazol-1-yl)phenol F[C@H]1[C@H]([C@@H]2CN[C@H]1C2)N(C2=CC=C(N=N2)C2=C(C=C(C=C2)N2N=CC=C2)O)C